C(C)C(CO)(CCCCC)C 2-ethyl-2-methyl-heptan-1-ol